C(=O)=C1SCC(C1)=C=O 2,4-dicarbonylthiophene